2-[(2R)-3-(3,4-Dihydro-1H-isochinolin-2-yl)-2-hydroxy-propyl]-6-(4-hydroxy-1-piperidyl)-3,4-dihydroisochinolin-1-on C1N(CCC2=CC=CC=C12)C[C@H](CN1C(C2=CC=C(C=C2CC1)N1CCC(CC1)O)=O)O